F[B-](F)(F)F.ClC1N(CCN1C)C 2-chloro-1,3-dimethylimidazoline tetrafluoroborate